CC(CCC)(O)C 1,1-dimethylbutanol